C(C1=CC=CC=C1)OC1=C(C(=O)OCC2=CC=CC=C2)C=CC(=C1)N(C(=O)[C@@H]1N(CC1)S(=O)(=O)C1=C(C(=C(C(=C1F)F)F)F)F)CC=1C=NC(=CC1)C=1CCOCC1 benzyl (R)-2-(benzyloxy)-4-(N-((6-(3,6-dihydro-2H-pyran-4-yl)pyridin-3-yl)methyl)-1-((perfluorophenyl)sulfonyl)azetidine-2-carboxamido)benzoate